(R)-N-(1-(3-(4,4-difluoropiperidin-1-yl)-2,7-dimethylquinoxalin-5-yl)ethyl)-4-fluoro-2-(methylsulfonyl)aniline FC1(CCN(CC1)C=1C(=NC2=CC(=CC(=C2N1)[C@@H](C)NC1=C(C=C(C=C1)F)S(=O)(=O)C)C)C)F